NC1=C2C(=NC=N1)N(N=C2C2=CC=C(C=C2)NC(=O)NC2=NOC(=C2)C(C)(C)C)C2COC2 1-(4-(4-amino-1-(oxetan-3-yl)-1H-pyrazolo[3,4-d]pyrimidin-3-yl)phenyl)-3-(5-(tert-butyl)isoxazol-3-yl)urea